(Z)-1-bromooctadecan-9-ene BrCCCCCCCC\C=C/CCCCCCCC